19-(5-methyl-3,4-dihydro-2H-quinoxalin-1-yl)-10-oxa-1,6,13,15,22-pentazatetracyclo[12.6.2.12,6.017,21]tricosa-14,16,18,21-tetraene-7,20-dione CC1=C2NCCN(C2=CC=C1)C1=CC2=CN=C3NCCOCCC(N4CCCC(N(C1=O)C2=N3)C4)=O